N-[(1S)-2-hydroxy-1-(3-methoxyphenyl)ethyl]-2-(6-{2-[(oxan-4-yl)amino]pyrimidin-4-yl}-1-oxo-2,3-dihydro-1H-isoindol-2-yl)acetamide OC[C@H](C1=CC(=CC=C1)OC)NC(CN1C(C2=CC(=CC=C2C1)C1=NC(=NC=C1)NC1CCOCC1)=O)=O